CO[Si](C(CC(N)CCC)N)(OC)OC 3-(trimethoxysilyl)(propyl)-1,3-propanediamine